ClC=1C=C(C=CC1OC)NC(CN(S(=O)(=O)C=1C=C(C=C2C(=NN(C12)C(=O)OC(C)(C)C)COC)C)C)=O tert-butyl 7-(N-(2-((3-chloro-4-methoxyphenyl)amino)-2-oxoethyl)-N-methylsulfamoyl)-3-(methoxymethyl)-5-methyl-1H-indazole-1-carboxylate